4-(3,5-dimethylisoxazol-4-yl)-N1-((trans)-4-ethoxycyclohexyl)benzene-1,2-diamine CC1=NOC(=C1C=1C=C(C(=CC1)N[C@@H]1CC[C@H](CC1)OCC)N)C